ClC1=C(C=C(C=N1)C=1C=NC=2CCN(CC2C1)C1=C(C(=C(N=N1)C#N)C)C)F 6-[3-(6-chloro-5-fluoro-3-pyridyl)-7,8-dihydro-5H-1,6-naphthyridin-6-yl]-4,5-dimethyl-pyridazine-3-carbonitrile